2-Chloro-1-(6-(4-fluorobenzyl)-3,3-dimethyl-2,3-dihydro-1H-pyrrolo[3,2-b]pyridin-1-yl)ethan-1-one ClCC(=O)N1CC(C2=NC=C(C=C21)CC2=CC=C(C=C2)F)(C)C